NCCCN1CCOCC1 N-(3-amino-propyl)morpholine